ClC=1C=C(CNC=2C3=C(N=CN2)C=CC=N3)C=CC1Cl N-(3,4-Dichlorobenzyl)pyrido[3,2-d]pyrimidin-4-amine